2-chloro-4-[1-(4-fluorophenyl)-2-methyl-1H-imidazol-4-ylethynyl]Pyridine ClC1=NC=CC(=C1)C#CC=1N=C(N(C1)C1=CC=C(C=C1)F)C